N-(3-chloro-1H-pyrazol-4-yl)-2-(methylsulfonyl)propionamide ClC1=NNC=C1NC(C(C)S(=O)(=O)C)=O